OC=1C=C(C=CC1O)[C@@H]1OC2=CC(=CC(=C2C[C@H]1OC(C1=CC(=C(C=C1)NS(=O)(=O)C)O)=O)O)O (2S,3R)-2-(3,4-dihydroxyphenyl)-5,7-dihydroxychroman-3-yl-3-hydroxy-4-(methylsulfonamido)benzoate